C(C)(=O)N1CC2(C1)N(C(CN(C2=O)C2=CC=C(C#N)C=C2)=O)CC2=CC=C(C=C2)C(F)(F)F 4-(2-acetyl-6,9-dioxo-5-(4-(trifluoromethyl)benzyl)-2,5,8-triazaspiro[3.5]nonan-8-yl)benzonitrile